COC=1C=C2C=CC=NC2=CC1OC 6,7-dimethoxyquinoline